FC(C(CI)C)(F)F 1,1,1-trifluoro-3-iodo-2-methylpropane